C(C)NC(=O)C1=CNC2=C1N=CN=C2NCC2=CC=C(C=C2)B(O)O 4-([[7-(ethylcarbamoyl)-5H-pyrrolo[3,2-d]pyrimidin-4-yl]-amino]methyl)phenylboronic acid